4-((1S,4S)-7-azabicyclo[2.2.1]heptane-7-carbonyl)-N-(1-hydroxy-2-methylpropan-2-yl)-N-methylthiazole-2-carboxamide C12CCC(CC1)N2C(=O)C=2N=C(SC2)C(=O)N(C)C(CO)(C)C